2-({8-[(3β)-cholest-5-en-3-yloxy]octyl}oxy)-N,N-dimethyl-3-[(9Z,12Z)-octadeca-9,12-dien-1-yloxy]propane-1-amine CC(C)CCC[C@@H](C)[C@H]1CC[C@H]2[C@@H]3CC=C4C[C@H](CC[C@]4(C)[C@H]3CC[C@]12C)OCCCCCCCCOC(CN(C)C)COCCCCCCCC\C=C/C\C=C/CCCCC